2'-chloro-N-(5-(1-isopropyl-1H-pyrazole-5-carbonyl)-5,6-dihydro-4H-pyrrolo[3,4-d]thiazol-2-yl)-5'-methoxy-6-methyl-[4,4'-bipyridine]-3-carboxamide ClC1=NC=C(C(=C1)C1=C(C=NC(=C1)C)C(=O)NC=1SC2=C(N1)CN(C2)C(=O)C2=CC=NN2C(C)C)OC